ClC1=CC=C2C(=NC=3N(C2=C1)C=NN3)N(C=3C=C(C=CC3)C=3N=CC(=NC3)CC(C)O)C (5-(3-((8-chloro-[1,2,4]triazolo[4,3-a]quinazolin-5-yl)(methyl)amino)phenyl)pyrazin-2-yl)propan-2-ol